O1C(OCC1)C1=CC2=C(N(C=N2)COCC[Si](C)(C)C)C=C1 5-(1,3-Dioxolan-2-yl)-1-((2-(trimethylsilyl)ethoxy)methyl)-1H-benzo[d]imidazole